2-(4-(2-acetyl-5-chlorophenyl)-5-methoxy-2-oxopyridin-1(2H)-yl)-4-(tert-butoxy)-N-(3-fluorophenyl)butanamide C(C)(=O)C1=C(C=C(C=C1)Cl)C1=CC(N(C=C1OC)C(C(=O)NC1=CC(=CC=C1)F)CCOC(C)(C)C)=O